NC=1C(=C(C=C2C=C(N=CC12)NC(OC1CC2COCC(C1)N2C)=O)C2=C(C1=C(OCCN1)N=C2)C)F 9-methyl-3-oxa-9-azabicyclo[3.3.1]nonan-7-yl (8-amino-7-fluoro-6-(8-methyl-2,3-dihydro-1H-pyrido[2,3-b][1,4]oxazin-7-yl)isoquinolin-3-yl)carbamate